4-Methoxypyrazolo[1,5-a]pyridin-3-amine COC=1C=2N(C=CC1)N=CC2N